(2R,3S,4S)-4-hydroxy-2-[(4-methoxyphenyl)methyl]pyrrolidin O[C@H]1C[C@H](NC1)CC1=CC=C(C=C1)OC